2-(4-cyclopropyl-6-methoxypyrimidin-5-yl)-N-(4-(1-isopropyl-4-(trifluoromethyl)-1H-imidazol-2-yl)benzyl)pyrimido[5,4-d]pyrimidin-4-amine C1(CC1)C1=NC=NC(=C1C=1N=C(C2=C(N1)C=NC=N2)NCC2=CC=C(C=C2)C=2N(C=C(N2)C(F)(F)F)C(C)C)OC